(1-Methyl-d3-nitro-1H-imidazol-5-yl)methane-d-ol C(N1C(=NC=C1C(O)[2H])[N+](=O)[O-])([2H])([2H])[2H]